CN([C@H](C(=O)O)C1=C(C(=CC=C1)C)C1CCC(CC1)OC(F)(F)F)CC[C@H](CCN1CCCCC1)C1=CC(=NC=C1C)C(F)(F)F (S)-2-(methyl((S)-3-(5-methyl-2-(trifluoromethyl)pyridin-4-yl)-5-(piperidin-1-yl)pentyl)amino)-2-(3-methyl-2-((1r,4S)-4-(trifluoromethoxy)cyclohexyl)-phenyl)acetic acid